4-(8-aminooctoxy)-N-[3-(3-chloro-4-cyano-phenoxy)-2,2,4,4-tetramethyl-cyclobutyl]benzamide NCCCCCCCCOC1=CC=C(C(=O)NC2C(C(C2(C)C)OC2=CC(=C(C=C2)C#N)Cl)(C)C)C=C1